C(C)(C)(C)N1N=NN=C1[C@H](NC1=CC=C(C=C1)C1=C(C=CC=C1)C(F)(F)F)C1=CC=C(C=C1)S(=O)(=O)C (R)-N-((1-(tert-butyl)-1H-tetrazol-5-yl)(4-(methylsulfonyl)phenyl)methyl)-4-(trifluoromethylphenyl)aniline